6-fluoro-5-(4-((2-methoxy-5-methyl-3-oxo-4H-quinoxalin-6-yl)methyl)piperazin-1-yl)-N-(methyl-d3)pyridine-2-carboxamide FC1=C(C=CC(=N1)C(=O)NC([2H])([2H])[2H])N1CCN(CC1)CC=1C(=C2NC(C(=NC2=CC1)OC)=O)C